C1=2C(=C3CCC3=CC2CC1)CC(=O)Cl 2-(2-tricyclo[6.2.0.03,6]deca-1(8),2,6-trienyl)acetyl chloride